COC=1C=C2CCN(CC2=CC1NC1=NC=C2C(=N1)N(N=C2)C2CC(C2)(C(=O)OC)C)C trans-methyl 3-[6-[(6-methoxy-2-methyl-3,4-dihydro-1H-isoquinolin-7-yl)amino]pyrazolo[3,4-d]pyrimidin-1-yl]-1-methyl-cyclobutanecarboxylate